COC1=CC=C(C=N1)NC(=O)[C@@H]1CC12CCN(CC2)C(=O)OC(C(F)(F)F)C(F)(F)F 1,1,1,3,3,3-hexafluoro-propan-2-yl (R)-1-((6-methoxy-pyridin-3-yl)-carbamoyl)-6-azaspiro-[2.5]octane-6-carboxylate